8-(4-Fluoro-2-methylphenyl)-9-(2-fluoro-4-((1-(3-fluoropropyl)azetidin-3-yliden)methyl)phenyl)-6,7-dihydro-5H-benzo[7]annulen FC1=CC(=C(C=C1)C=1CCCC2=C(C1C1=C(C=C(C=C1)C=C1CN(C1)CCCF)F)C=CC=C2)C